tert-Butyl ((1R,3S)-3-((2-chloro-5-(1-(2,2,2-trifluoroethyl)-1H-pyrazol-3-yl)pyridin-4-yl)amino)cyclopentyl)carbamate ClC1=NC=C(C(=C1)N[C@@H]1C[C@@H](CC1)NC(OC(C)(C)C)=O)C1=NN(C=C1)CC(F)(F)F